5-Chloro-2-[[6-chloro-3-(1,4-dioxaspiro[4.5]dec-8-yl)-4-quinolinyl]amino]benzoic acid methyl ester COC(C1=C(C=CC(=C1)Cl)NC1=C(C=NC2=CC=C(C=C12)Cl)C1CCC2(OCCO2)CC1)=O